cis-octahydro-1H-pyrrolo[2,3-c]pyridine-1-carboxylic acid tert-butyl ester C(C)(C)(C)OC(=O)N1CC[C@@H]2[C@H]1CNCC2